N1[C@@]2(COCC1)CCN1CC3(COC4CCCCC4C4CCC(OC[C@H]12)CC4)CC3 |o1:1,25| Rel-(1's,15'S,16'R,19's)-dispiro[cyclopropane-1,10'-[8,18]dioxa-[12]azatetracyclo[17.2.2.02,7.012,16]tricosane-15',3''-morpholine]